O[C@H]1C[C@@H](O[C@@H]1CO)C1=NN=C2N1C=CNC2=O 3-((2R,4S,5R)-4-Hydroxy-5-(hydroxymethyl)tetrahydrofuran-2-yl)-[1,2,4]triazolo[4,3-a]pyrazin-8(7H)-one